N-ethyl-6-methyl-7-oxo-4-(1-(pyridin-3-yl)vinyl)-6,7-dihydro-1H-pyrrolo[2,3-c]pyridine-2-carboxamide C(C)NC(=O)C1=CC2=C(C(N(C=C2C(=C)C=2C=NC=CC2)C)=O)N1